O=C1NCSC1 4-Oxo-Thiazolidine